NCCOCCOCCC(C(=O)N)OC1=CC=C(C=C1)C1C(NC(CC1)=O)=O 2-[2-(2-aminoethoxy)ethoxylethyl]-2-[4-(2,6-dioxo-3-piperidyl)phenoxy]acetamide